N-(n-butyl)-N-(2-hydroxycyclopropyl)aminoethanol C(CCC)N(C1C(C1)O)C(C)O